C([O-])([O-])=O.NC(=[NH2+])N.NC(=[NH2+])N Guanidinium carbonat